methyl-bis(chloroethyl)amine oxide hydrochloride Cl.C[N+](CCCl)(CCCl)[O-]